[(2S)-3-[(tert-butyldimethylsilyl)oxy]-2-({[(9H-fluoren-9-yl)methoxy]carbonyl}amino)propanamido]methyl acetate C(C)(=O)OCNC([C@H](CO[Si](C)(C)C(C)(C)C)NC(=O)OCC1C2=CC=CC=C2C=2C=CC=CC12)=O